[Si](C1=CC=CC=C1)(C1=CC=CC=C1)(C(C)(C)C)OC1C(COC1)(C)N1C[C@@H](N(CC1)C=1C=C2C=C(N=CC2=CC1C)NC(=O)C1CC12CCOCC2)C N-(6-((2S)-4-(4-((tert-butyldiphenylsilyl)oxy)-3-methyltetrahydrofuran-3-yl)-2-methylpiperazin-1-yl)-7-methylIsoquinolin-3-yl)-6-oxaspiro[2.5]Octane-1-carboxamide